C(CCCCCCCCCCCCCCCCCCCCC)N(CCCO)CCC behenyl-propylhydroxypropyl-amine